NC1=C(C(=NN1C(C)C)C1=CC=C(C=C1)CC(=O)NC1=CC(=NO1)C1(CC(C1)(F)F)C)C(=O)N 5-Amino-3-[4-[2-[[3-(3,3-difluoro-1-methylcyclobutyl)isoxazol-5-yl]amino]-2-oxo-ethyl]phenyl]-1-isopropyl-pyrazole-4-carboxamide